ethyl 3-aminopropanoate NCCC(=O)OCC